2-(4-Hydroxyphenyl)-2-(3-cyclohexyl-4-hydroxyphenyl)propane OC1=CC=C(C=C1)C(C)(C)C1=CC(=C(C=C1)O)C1CCCCC1